C(C1=CC=CC=C1)OC1=NC(=CC=C1C1=CC(=C(C=C1)N1CC(C(CC1)N1CCN(CC1)C1=C(C(=C(C=C1)Cl)F)F)(F)F)F)OCC1=CC=CC=C1 1-(1-(4-(2,6-bis(benzyloxy)pyridin-3-yl)-2-fluorophenyl)-3,3-difluoropiperidin-4-yl)-4-(4-chloro-2,3-difluorophenyl)piperazine